CC1(CCNCCNCCNCCCCNC2=C(N1C)C=CC=C2)C trimethylhexadecahydrobenzo[l][1,4,7,11,14]pentaazacyclooctadecine